CSCC1=C2CCN(C2=CC=C1)C(=O)OC(C)(C)C tert-butyl 4-((methylthio)methyl)indoline-1-carboxylate